(2S,4R)-4-(2-((2'-fluoro-[1,1'-biphenyl]-4-yl)amino)-2-oxoethyl)-1-(2-methylbenzofuro[3,2-d]pyrimidin-4-yl)pyrrolidine-2-carboxylic acid FC1=C(C=CC=C1)C1=CC=C(C=C1)NC(C[C@H]1C[C@H](N(C1)C=1C2=C(N=C(N1)C)C1=C(O2)C=CC=C1)C(=O)O)=O